C(C)(C)(C)OC(=O)N1C(CCCC1C(F)(F)F)=O.FC1=CC=C(C=C1)C=1NC(=NN1)C1N(CCCC1)C(C(C)SC)=O 1-(2-(5-(4-fluorophenyl)-4H-1,2,4-triazol-3-yl)piperidin-1-yl)-2-(methylthio)propan-1-one tert-butyl-2-oxo-6-(trifluoromethyl)piperidine-1-carboxylate